C1(CC1)C1=C(N(C=2N=NC(=CC21)C2=C(C(=CC=C2)F)O)COCC[Si](C)(C)C)CN2CC1COCC(C2)N1C(=O)OC(C)(C)C tert-butyl 7-((5-cyclopropyl-3-(3-fluoro-2-hydroxyphenyl)-7-((2-(trimethylsilyl)ethoxy)methyl)-7H-pyrrolo[2,3-c]pyridazin-6-yl)methyl)-3-oxa-7,9-diazabicyclo[3.3.1]nonane-9-carboxylate